C1(CC1)C(=O)N1CCN(CC1)C(=O)C=1C=NC2=CC=C(C=C2C1N1CCC2(OCCO2)CC1)F (4-(Cyclopropanecarbonyl)piperazin-1-yl)(6-fluoro-4-(1,4-dioxa-8-azaspiro[4.5]decan-8-yl)quinolin-3-yl)methanone